C(C)(C)(C)OC(=O)N1CCC(CC1)NC1=CC(=NC(=N1)N1CCCC1)C(=O)OC Methyl 6-((1-(tert-butoxycarbonyl)piperidin-4-yl)amino)-2-(pyrrolidin-1-yl)pyrimidine-4-carboxylate